C(#N)N1[C@@H](CCC1)C(=O)N(C=1SC=C(N1)C1=CC=CC=C1)C (S)-1-cyano-N-methyl-N-(4-phenylthiazol-2-yl)pyrrolidine-2-carboxamide